C1(CC1)C1=NC=NC(=C1C1=NN2C(N(C(CC2)=O)CC2=CC=C(C=C2)C=2N(C=C(N2)C(F)(F)F)CCF)=C1)OC 2-(4-cyclopropyl-6-methoxypyrimidin-5-yl)-4-(4-(1-(2-fluoroethyl)-4-(trifluoromethyl)-1H-imidazol-2-yl)benzyl)-6,7-dihydropyrazolo[1,5-a]pyrimidin-5(4H)-one